Behenylbehenat C(CCCCCCCCCCCCCCCCCCCCC)OC(CCCCCCCCCCCCCCCCCCCCC)=O